CN(CCCN)CCCN 3,3'-diamino-n-methyldipropylamine